6-Ethyl-8-((3-fluorophenyl)thio)-2,4-dimethylpyrimido[4,5-c]isoquinoline-1,3,7,10(2H,4H)-tetraone C(C)C1=NC2=C(C=3C(C=C(C(C13)=O)SC1=CC(=CC=C1)F)=O)C(N(C(N2C)=O)C)=O